acrylic acid-2-Hydroxyethyl Ester OCCOC(C=C)=O